manganous dithionate S(=O)(=O)([O-])S(=O)(=O)[O-].[Mn+2]